4-((4-(3-(2-((2-(2,6-dioxopiperidin-3-yl)-1,3-dioxoisoindolin-4-yl)amino)ethoxy)propanoyl)piperazin-1-yl)methyl)-N-(4-methyl-3-((4-(pyridin-3-yl)pyrimidin-2-yl)amino)phenyl)benzamide O=C1NC(CCC1N1C(C2=CC=CC(=C2C1=O)NCCOCCC(=O)N1CCN(CC1)CC1=CC=C(C(=O)NC2=CC(=C(C=C2)C)NC2=NC=CC(=N2)C=2C=NC=CC2)C=C1)=O)=O